FC1=CC=C(C=C1)C1(NC(C2=CC=CC=C12)=O)O 3-(4-fluorophenyl)-3-hydroxyisoindolin-1-one